COC1=CC(=C(C=C1)C1=CC(=C(C=C1)OC)N)N 4,4'-dimethoxy-2,3'-diaminobiphenyl